4-(4-(1H-indol-3-yl)thiophen-2-yl)-4-oxobutanoic acid methyl ester COC(CCC(=O)C=1SC=C(C1)C1=CNC2=CC=CC=C12)=O